CC1(C(N(C=2C1=NC=CC2)C=2C=C(C=NC2)CC2=NNC(C1=CC=CC=C21)=O)=O)C 4-((5-(3,3-Dimethyl-2-oxo-2,3-dihydro-1H-pyrrolo[3,2-b]pyridin-1-yl)pyridin-3-yl)methyl)phthalazin-1(2H)-on